n-pentyltrimethoxysilane C(CCCC)[Si](OC)(OC)OC